C1(=CC=C(C=C1)N(C1=CC=C(C=C1)B(O)O)C1=CC=CC=C1)C1=CC=CC=C1 (4-([1,1'-biphenyl]-4-yl-(phenyl)amino)phenyl)boronic acid